N-(3-bromo-1H-indazol-5-yl)-5-cyano-3-methylpicolinamide BrC1=NNC2=CC=C(C=C12)NC(C1=NC=C(C=C1C)C#N)=O